C1=COC(O1)C#N Dioxacyclopentene-4-carbonitrile